tert-butyl 3-{2-[(cyclopropanecarbonyl)amino]pyridin-4-yl}-2-(4-fluorophenyl)-6,7-dihydropyrazolo[1,5-a]pyrazine-5(4H)-carboxylate C1(CC1)C(=O)NC1=NC=CC(=C1)C=1C(=NN2C1CN(CC2)C(=O)OC(C)(C)C)C2=CC=C(C=C2)F